C(C=C)(=O)N1C[C@H]2C=3C(=NN(C3CCN2C(=O)OC(C)(C)C)C2=C(C=C(C=C2)C(C)C)O)OCC1 |r| tert-butyl (rac)-7-acryloyl-2-(2-hydroxy-4-isopropylphenyl)-2,3,4,5a,6,7,8,9-octahydro-5H-10-oxa-1,2,5,7-tetraazacycloocta[cd]indene-5-carboxylate